C1(CC1)C(=O)NC1=NC=C(C(=O)NC([2H])([2H])[2H])C(=C1)NC1=NC=CC(=C1OC)C1=NN(C=N1)C 6-(cyclopropanecarboxamido)-4-((3-methoxy-4-(1-methyl-1H-1,2,4-triazol-3-yl)pyridin-2-yl)amino)-N-(methyl-d3)nicotinamide